FC(OC[C@H]1N(C[C@H](C1)OC1=CC=C(C=C1)C(F)(F)F)C(=O)OC(C)(C)C)F tert-butyl (2S,4S)-2-((difluoromethoxy)methyl)-4-(4-(trifluoromethyl)phenoxy)pyrrolidine-1-carboxylate